6-Chloro-N-(2-(3-(dimethylamino)propoxy)-5-(3'-methyl-2'-oxo-2',3'-dihydrospiro[cyclobutane-1,1'-pyrrolo[2,3-c]quinolin]-8'-yl)pyridin-3-yl)pyridine-3-sulfonamide ClC1=CC=C(C=N1)S(=O)(=O)NC=1C(=NC=C(C1)C1=CC=2C3=C(C=NC2C=C1)N(C(C31CCC1)=O)C)OCCCN(C)C